C1(=CC=CC2=CC=CC=C12)C1=CC=C(C=C1)NC1=CC=C(C=C1)C1=CC=CC2=CC=CC=C12 bis(4-(naphthalen-1-yl)phenyl)-amine